2-[(3α,7α,12α-trihydroxy-5β-cholan-24-oyl)oxy]ethanesulfonic acid O[C@H]1C[C@H]2C[C@H]([C@H]3[C@@H]4CC[C@H]([C@@H](CCC(=O)OCCS(=O)(=O)O)C)[C@]4([C@H](C[C@@H]3[C@]2(CC1)C)O)C)O